CS(=O)(=O)O.ClC1=C(C=CC=2N=C(SC21)C)C2=CNC1=NC(=CN=C12)N1C2CC(CC1CC2)N endo-8-[7-(7-chloro-2-methyl-1,3-benzothiazol-6-yl)-5H-pyrrolo[2,3-b]pyrazin-3-yl]-8-azabicyclo[3.2.1]octan-3-amine, methanesulfonic acid salt